1-(3-[4-(3-chlorophenyl)piperazin-1-yl]propyl)-3-ethyl-4-(2-phenoxyethyl)-1H-1,2,4-triazol-5(4H)-one ClC=1C=C(C=CC1)N1CCN(CC1)CCCN1N=C(N(C1=O)CCOC1=CC=CC=C1)CC